CC1=NN=C2N1C1=CC(=CC=C1C(=N2)NC2=CC=CC=C2)N methyl-N5-phenyl-[1,2,4]triazolo[4,3-a]quinazoline-5,8-diamine